FC1=CC(=C(OC=2N=NC(=CC2C(=O)NC2=CC(=CC=C2)SC)C)C=C1)C 3-(4-fluoro-2-methyl-phenoxy)-6-methyl-N-(3-methylsulfanylphenyl)pyridazine-4-carboxamide